N-(5-(3-chlorobenzyl)pyridin-2-yl)-5-cyanopyridinamide ClC=1C=C(CC=2C=CC(=NC2)NC(=O)C2=NC=C(C=C2)C#N)C=CC1